[(1R)-3-[2-[[4-[5-[tert-butyl(dimethyl)silyl]oxy-1-tetrahydropyran-2-yl-indazol-3-yl]-1-methyl-imidazol-2-yl]methoxy]ethoxy]-1-methyl-propyl] methanesulfonate CS(=O)(=O)O[C@@H](CCOCCOCC=1N(C=C(N1)C1=NN(C2=CC=C(C=C12)O[Si](C)(C)C(C)(C)C)C1OCCCC1)C)C